6-ethoxy-N-((R)-2-hydroxy-2-((S)-1,2,3,4-tetrahydroisoquinolin-3-yl)ethyl)-2-isobutyl-1-oxoisoindoline-5-carboxamide hydrochloride Cl.C(C)OC1=C(C=C2CN(C(C2=C1)=O)CC(C)C)C(=O)NC[C@H]([C@H]1NCC2=CC=CC=C2C1)O